C1(C=CC=C1)[Hf]N(C)C cyclopentadienyl-(dimethylamino)hafnium